[N+](=O)([O-])C1=C(C(=O)[O-])C=CC(=C1)C(=O)[O-].[Na+].[Na+] sodium nitroterephthalate